6,7-Difluoro-8-(6-fluoro-1-methylsulfonyl-1H-indazol-4-yl)-1,4,4-trimethyl-9-(trifluoromethyl)-5H-[1,2,4]triazolo[4,3-a]quinoxaline FC1=C2NC(C=3N(C2=C(C(=C1F)C1=C2C=NN(C2=CC(=C1)F)S(=O)(=O)C)C(F)(F)F)C(=NN3)C)(C)C